N-{2-[(3S,4R)-3-fluoro-4-(methylamino)piperidin-1-yl]pyrimidin-4-yl}-8-[(2R,3S)-3-(methanesulfonyl-methyl)-2-methylazetidin-1-yl]-5-(propan-2-yl)isoquinolin-3-amine F[C@H]1CN(CC[C@H]1NC)C1=NC=CC(=N1)NC=1N=CC2=C(C=CC(=C2C1)C(C)C)N1[C@@H]([C@H](C1)CS(=O)(=O)C)C